2-hydroxy-4-diethylaminosalicylaldehyde OC1(C(C=O)C=CC(=C1)N(CC)CC)O